N-(1-methyl-1H-tetrazol-5-yl)-2-(((2-methyl-2H-tetrazol-5-yl)methyl)amino)-6-(trifluoromethyl)nicotinamide CN1N=NN=C1NC(C1=C(N=C(C=C1)C(F)(F)F)NCC=1N=NN(N1)C)=O